trans-2,2'-spirobiindan-1,1'-diol C1(C2(CC3=CC=CC=C13)C(C1=CC=CC=C1C2)O)O